COC1=CC=C(C=C1)C1CC(=NN1C(CC)=O)C=1C(NC2=CC=CC=C2C1C)=O 3-(5-(4-methoxyphenyl)-1-propionyl-4,5-dihydro-1H-pyrazol-3-yl)-4-methylquinolin-2(1H)-one